3-Methyl-1-(6-(((1S,3S)-3-((5-methylpyrazin-2-yl)amino)cyclopentyl)amino)pyridin-3-yl)imidazolidine-2,4-dione CN1C(N(CC1=O)C=1C=NC(=CC1)N[C@@H]1C[C@H](CC1)NC1=NC=C(N=C1)C)=O